ClC=1C=CC(=C2CN(C(C12)=O)C1C(NC(CC1)=O)=O)C#CCCNC(OC(C)(C)C)=O tert-butyl (4-(7-chloro-2-(2,6-dioxopiperidin-3-yl)-1-oxoisoindolin-4-yl)but-3-yn-1-yl)carbamate